O=C1[C@@H](NC(CCCCCCCCCCCCN1)=O)CNC(=O)C1=CC=C(C(=O)N2C[C@H]([C@@H](C2)C(=O)N[C@@H]2[C@H](C2)C2=CC=CC=C2)C(=O)N[C@@H]2[C@H](C2)C2=CC=CC=C2)C=C1 (3S,4S)-1-(4-((((S)-3,17-dioxo-1,4-diazacycloheptadecan-2-yl)methyl)carbamoyl)benzoyl)-N3,N4-bis((1S,2R)-2-phenylcyclopropyl)pyrrolidine-3,4-dicarboxamide